[C@H]1([C@H](O)[C@@H](O)[C@H](O)[C@H](O1)CO)O[C@H]1[C@@H]([C@H]([C@H](O[C@@H]1CO)O[C@@H]([C@@H]([C@H](C=O)O)O)[C@H](O)CO)O)O α-D-glucopyranosyl-(1->4)-α-D-glucopyranosyl-(1->4)-D-glucose